N(=C=O)C1CC(CC(C1)(C)CCC(C)N=C=O)(C)C 5-isocyanato-1-(3-isocyanatobut-1-yl)-1,3,3-trimethylcyclohexane